C(#C)C=1C(=CC=C2C=CC=C(C12)C1=NC=C2C(=CC(=NC2=C1F)C)N1[C@@H]2CCN([C@@H]2C1)C(=O)OC(C)(C)C)F tert-butyl (1R,5R)-6-(7-(8-ethynyl-7-fluoronaphthalen-1-yl)-8-fluoro-2-methyl-1,6-naphthyridin-4-yl)-2,6-diazabicyclo[3.2.0]heptane-2-carboxylate